(R*)-2-(3-Chloro-2-methoxy-5-methylpyridin-4-yl)-6-(4-ethyl-3-(hydroxymethyl)-5-oxo-4,5-dihydro-1H-1,2,4-triazol-1-yl)-7-fluoro-4-(prop-1-en-2-yl)-3,4-dihydroisoquinolin-1(2H)-one ClC=1C(=NC=C(C1N1C(C2=CC(=C(C=C2[C@H](C1)C(=C)C)N1N=C(N(C1=O)CC)CO)F)=O)C)OC |o1:15|